2-[1-(2,2-difluoroethyl)-1H-pyrazolo[3,4-b]pyrazin-6-yl]-6-[2-methyl-6-(trifluoromethyl)pyrimidin-4-yl]-2,6-diazaspiro[3.4]octane FC(CN1N=CC=2C1=NC(=CN2)N2CC1(C2)CN(CC1)C1=NC(=NC(=C1)C(F)(F)F)C)F